C(C=C)(=O)O.C(C(C)C)C=C(C(=O)N)OC isobutylmethoxyacrylamide acrylate